ClC=1C=C(C=CC1)C(C1=CN=C(S1)NC(OCCCC)=O)O butyl (5-((3-chlorophenyl)(hydroxy)methyl)thiazol-2-yl)carbamate